COC=1C=C(C=C(C1OC)OC)C1C(C=2C(=NC(=C(C2N)C#N)N)N1S(=O)(=O)C1=CC=C(C)C=C1)C(=O)OCC 2-(3,4,5-trimethoxyphenyl)-5-cyano-4,6-diamino-3-ethoxyformyl-1-p-toluenesulfonyl-2,3-dihydro-1H-pyrrolo[2,3-b]pyridine